O.O.[Na+].[Na+].[N+](=O)([O-])C=1C=CC(=NC1)N=NC1=C(C=C(C=C1)N(CCCS(=O)(=O)[O-])CCC)O.[N+](=O)([O-])C=1C=CC(=NC1)N=NC1=C(C=C(C=C1)N(CCC)CCCS(=O)(=O)[O-])O 2-(5-nitro-2-pyridylazo)-5-[N-propyl-N-(3-sulfopropyl)amino]phenol disodium salt dihydrate